tert-butyl 8-formyl-1,2,3,4-tetrahydroisoquinoline-2-carboxylate C(=O)C=1C=CC=C2CCN(CC12)C(=O)OC(C)(C)C